4-phenyloxazolidine-2-one C1(=CC=CC=C1)C1NC(OC1)=O